ClC1=NC(=C(C(=N1)C)[N+](=O)[O-])C(=C)C 2-chloro-4-methyl-5-nitro-6-(prop-1-en-2-yl)pyrimidine